3-((5-benzyl-pyrimidin-2-yl)amino)azetidine-1-carboxylic acid tert-butyl ester C(C)(C)(C)OC(=O)N1CC(C1)NC1=NC=C(C=N1)CC1=CC=CC=C1